Cl.FC(CN1CCN(CC1)C([C@H]1NCCC1)=O)F (S)-1-(2,2-difluoroethyl)-4-prolylpiperazine hydrochloride